CC(CC=1C=C(C(=CC1)C=1C(CC=C(C1)F)(N)F)C1=CC=CC=C1)CCC dl-(±)-4'-(beta-methylpentyl)-2,5-difluoroterphenyl-amine